diisopropyl phosphate P(=O)(OC(C)C)(OC(C)C)[O-]